1-(5-(1-isopropyl-2-methyl-1H-imidazo[4,5-b]pyridin-6-yl)pyrrolo[2,1-f][1,2,4]triazin-2-yl)-N3-methylcyclobutane-1,3-diamine C(C)(C)N1C(=NC2=NC=C(C=C21)C=2C=CN1N=C(N=CC12)C1(CC(C1)NC)N)C